[K].C(C=C)N1C(NC(NC1=O)=O)=O 1-allyl-s-triazine-2,4,6-trione potassium salt